CC=1C=C(C(=O)N)C=CN1 2-methylisonicotinamide